tert-Butyl 6-oxo-3,6-dihydropyridine-1(2H)-carboxylate O=C1C=CCCN1C(=O)OC(C)(C)C